N-(2-((1S,3S,5S)-3-cyano-2-azabicyclo[3.1.0]hex-2-yl)-2-oxoethyl)-6-(1-ethoxycyclopropyl)quinoline-4-carboxamide C(#N)[C@H]1N([C@H]2C[C@H]2C1)C(CNC(=O)C1=CC=NC2=CC=C(C=C12)C1(CC1)OCC)=O